4-(1-(5-(5-ethoxy-4H-1,2,4-triazol-3-yl)-2,4-diethylbenzoyl)piperidin-4-yl)benzamide C(C)OC=1NC(=NN1)C=1C(=CC(=C(C(=O)N2CCC(CC2)C2=CC=C(C(=O)N)C=C2)C1)CC)CC